6-ethyl-5H-indeno[1,2-c]isoquinoline-5,11(6H)-dione C(C)N1C(C2=CC=CC=C2C2=C1C=1C=CC=CC1C2=O)=O